rel-6-((1R,2S)-2-fluorocyclopropane-1-carboxamido)-N-(methyl-d3)-4-(((R)-2,4,5-trimethyl-4,5-dihydro-2H-[1,2,3]triazolo[4,5-c][1,7]naphthyridin-6-yl)amino)pyridazine-3-carboxamide F[C@@H]1[C@H](C1)C(=O)NC1=CC(=C(N=N1)C(=O)NC([2H])([2H])[2H])NC1=NC=CC=2C=3C([C@H](N(C12)C)C)=NN(N3)C |o1:1,2,28|